tributyl(prop-2-en-1-yl)stannane C(CCC)[Sn](CC=C)(CCCC)CCCC